C(C)(=O)ON=C(C(=O)C1=CC=CC=C1)C 2-((acetoxy)imino)-1-phenylpropane-1-one